4,6-dimethoxy-2-phenylbenzoxazole-13C COC1=CC(=CC2=C1N=[13C](O2)C2=CC=CC=C2)OC